P(=O)(O)(O)OCCONC(OC(C)(C)C)=O tert-Butyl 2-(phosphonooxy)ethoxycarbamate